(Azepan-1-ylcarbamoylmethyl)carbamic acid 2,6-diisopropylphenyl ester hydrochloride Cl.C(C)(C)C1=C(C(=CC=C1)C(C)C)OC(NCC(NN1CCCCCC1)=O)=O